(2E)-3-(dimethylamino)prop-2-enoate CN(/C=C/C(=O)[O-])C